1,6-dimethyl-4-[4-(5-methyl-1,3-benzoxazol-2-yl)piperidin-1-yl]-2-oxo-7-{[(3S)-oxolan-3-yl]oxy}-1,2-dihydroquinoline-3-carboxamide CN1C(C(=C(C2=CC(=C(C=C12)O[C@@H]1COCC1)C)N1CCC(CC1)C=1OC2=C(N1)C=C(C=C2)C)C(=O)N)=O